C(C)(C)C1(C(C=CC(=C1)C(C)C)O)P 2,4-diisopropyl-ortho-phosphinophenol